C(=O)(OCC1=CC=CC=C1)N[C@@H](CCCCN)C(=O)O N-Cbz-L-lysine